methyl 2-(4-hydroxy-2-methyl-4-oxobutanamido)-5-methoxybenzoate OC(CC(C(=O)NC1=C(C(=O)OC)C=C(C=C1)OC)C)=O